methyl 4-[(1S)-1-[[2-isobutyl-4-[[4-(trifluoromethyl) phenyl]methyl]indazole-3-carbonyl]amino]ethyl]benzoate C(C(C)C)N1N=C2C=CC=C(C2=C1C(=O)N[C@@H](C)C1=CC=C(C(=O)OC)C=C1)CC1=CC=C(C=C1)C(F)(F)F